C1(=C(C=CC=C1)C1(C(=O)OCC1)C1=C(C=CC=C1)C)C α,α-ditolyl-γ-butyrolactone